(Z)-1-(((1r,4r)-4-aminocyclohexyl)methyl)-N-benzyl-3-((3,5-dimethyl-1H-pyrrol-2-yl)methylene)-2-oxoindoline-5-carboxamide hydrochloride Cl.NC1CCC(CC1)CN1C(\C(\C2=CC(=CC=C12)C(=O)NCC1=CC=CC=C1)=C/C=1NC(=CC1C)C)=O